tetrachloroisopropyl-Phthalonitrile ClC(C(C)(C1=C(C(C#N)=CC=C1)C#N)Cl)(Cl)Cl